S(=O)(=O)(O)O.COC([C@H](CCN)O)=O 4-amino-(S)-2-hydroxybutyric acid methylester hydrogensulfate